2-chloro-N-(1-cyanocyclopropyl)-5-[1-[5-(2,2,3,3,4,4,4-heptafluorobutoxy)-2-methyl-4-(trifluoromethyl)pyrazol-3-yl]pyrazol-4-yl]benzamide tin Erbium [Er].[Sn].ClC1=C(C(=O)NC2(CC2)C#N)C=C(C=C1)C=1C=NN(C1)C=1N(N=C(C1C(F)(F)F)OCC(C(C(F)(F)F)(F)F)(F)F)C